FC1=C(CC2=NC3=C(N2CCOC)C=C(C=C3)C(=O)OC)C=CC(=C1)C1=CC=CC=3OC(OC31)C3=CC=CC=C3 Methyl 2-(2-fluoro-4-(2-phenylbenzo[d][1,3]dioxol-4-yl)benzyl)-1-(2-methoxyethyl)-1H-benzo[d]imidazole-6-carboxylate